(2S)-2-[[(2-Fluoropyridin-3-yl)oxy]methyl]pyrrolidine-1-carboxylic acid tert-butyl ester C(C)(C)(C)OC(=O)N1[C@@H](CCC1)COC=1C(=NC=CC1)F